(E)-3-[5-((E)-3-(2-(4-fluorophenyl)phenyl)-3-oxopropenyl)-2-methoxyphenyl]-N-hydroxyacrylamide FC1=CC=C(C=C1)C1=C(C=CC=C1)C(/C=C/C=1C=CC(=C(C1)/C=C/C(=O)NO)OC)=O